O1N(PCCC1)N Oxazaphosphinan-2-amine